2-chloro-1-(3-(hydroxymethyl)azetidin-1-yl)ethan-1-one ClCC(=O)N1CC(C1)CO